N-(4-amino-3,4-dioxo-1-phenylbutan-2-yl)-1-(difluoromethyl)-3-(isoquinolin-8-yl)-1H-pyrazole-4-carboxamide NC(C(C(CC1=CC=CC=C1)NC(=O)C=1C(=NN(C1)C(F)F)C=1C=CC=C2C=CN=CC12)=O)=O